5-(Trideuteromethoxymethyl)-1,2-oxazole-3-carboxylic acid hydrazide [2H]C(OCC1=CC(=NO1)C(=O)NN)([2H])[2H]